C(CCC)C1=CC=C(C2=C(C=CC=C12)CCCC)S(=O)(=O)[O-].[Na+] sodium 4,8-dibutylnaphthalenesulfonate